(S)-2-((4-((2-hydroxy-1-phenylethyl)amino)-5-(3-(pyridin-4-yl)-1,2,4-oxadiazol-5-yl)pyridin-2-yl)amino)-6,7,7-trimethyl-6,7-dihydro-5H-pyrrolo[3,4-b]pyridin-5-one OC[C@H](C1=CC=CC=C1)NC1=CC(=NC=C1C1=NC(=NO1)C1=CC=NC=C1)NC1=CC=C2C(=N1)C(N(C2=O)C)(C)C